OCC(NC1COCC1)C1(CC1)C#N 1-(2-Hydroxy-1-((tetrahydrofuran-3-yl)amino)ethyl)cyclopropane-1-carbonitrile